1-(4-(1-cyclopropyl-4-(trifluoromethyl)-1H-imidazol-2-yl)phenyl)ethan-1-ol C1(CC1)N1C(=NC(=C1)C(F)(F)F)C1=CC=C(C=C1)C(C)O